CN(CC(C)N1N=CC(=C1)N)C 1-(1-(dimethylamino)propan-2-yl)-1H-pyrazol-4-amine